6-chloro-2-{4-[(morpholin-4-yl)methyl]anilino}-3-phenylquinazolin-4(3H)-one ClC=1C=C2C(N(C(=NC2=CC1)NC1=CC=C(C=C1)CN1CCOCC1)C1=CC=CC=C1)=O